ClC1=CC2=C(N=C(O2)N[C@@H](C)C2=NC=NN2C2=CC=C(C=N2)C(=O)O)C=C1C(F)(F)F 6-{5-[(1S)-1-{[6-chloro-5-(trifluoromethyl)-1,3-benzooxazol-2-yl]amino}ethyl]-1H-1,2,4-triazol-1-yl}pyridine-3-carboxylic acid